ClC1=CC=C(C=C1)N1N=C(C(=N1)C12CC(C1)(C2)NC(=O)C=2OC(=CC2)C2(CC2)S(=O)(=O)C)C N-[3-[2-(4-chlorophenyl)-5-methyl-triazol-4-yl]-1-bicyclo[1.1.1]pentanyl]-5-(1-methylsulfonylcyclopropyl)furan-2-carboxamide